ClC=1C=C(C=CC1)C(C#N)CC(C1=CC=CC=C1)=O 2-(3-chlorophenyl)-4-oxo-4-phenylbutyronitrile